{2-tert-butyl-[1,2,4]triazolo[1,5-a]pyrimidin-6-yl}boronic acid C(C)(C)(C)C1=NN2C(N=CC(=C2)B(O)O)=N1